OC1CN(C1)[C@@H](C)C1=CC(=C2CN(C(C2=C1)=O)C1=CC(=CC=C1)[C@@H](CC1=NN=CN1C)C)C(F)(F)F 6-((S)-1-(3-hydroxyazetidin-1-yl)ethyl)-2-(3-((R)-1-(4-methyl-4H-1,2,4-triazol-3-yl)propan-2-yl)phenyl)-4-(trifluoromethyl)isoindolin-1-one